4-[[2-(2-bromo-4-tert-butyl-5-hydroxy-phenyl)acetyl]amino]-N-tert-butyl-pyridine-2-carboxamide BrC1=C(C=C(C(=C1)C(C)(C)C)O)CC(=O)NC1=CC(=NC=C1)C(=O)NC(C)(C)C